OC=1C(=CC(=C2C=CC=NC12)[N+](=O)[O-])C(NC(CCCC)=O)C=1C=NC(=CC1)N1CCOCC1 N-[(8-hydroxy-5-nitroquinolin-7-yl)(6-morpholinopyridin-3-yl)methyl]pentanamide